7-Fluoro-10-(hydroxymethyl)-3,3-dimethyl-2,3,4a,9,9a,10-hexahydro-1H-indeno[1,2-c]pyrazolo[1,2-a]pyrazol-1-one FC1=CC=2CC3C(N4N(C3CO)C(CC4(C)C)=O)C2C=C1